7-(bromomethyl)-8-fluoro-3-(2-fluorobenzyl)-5-methyl-3,5-dihydro-4H-pyridazino[4,5-b]indol-4-one BrCC=1C(=CC=2C3=C(N(C2C1)C)C(N(N=C3)CC3=C(C=CC=C3)F)=O)F